C1(CC1)C1=C(C=C(C(=O)O)C=C1)S(NC1=C(C=CC(=C1)S(=O)(=O)C)C=1SC(=CC1)C1CC1)(=O)=O 4-cyclopropyl-3-(N-(2-(5-cyclopropylthiophen-2-yl)-5-(methylsulfonyl)phenyl)sulfamoyl)benzoic Acid